C(OC1=CC=C(C=C1)[N+](=O)[O-])(OC[C@@H](C)SSC1=NC=CC=C1)=O (4-nitrophenyl) [(2R)-2-(2-pyridyldisulfanyl)propyl] carbonate